1,2-dimethoxy-4-(1-(2-methoxyphenoxy)prop-1-en-2-yl)benzene COC1=C(C=C(C=C1)C(=COC1=C(C=CC=C1)OC)C)OC